6-(4-cyclopropyl-6-methoxypyrimidin-5-yl)-1-(4-(5-methoxy-1-methyl-1H-1,2,4-triazol-3-yl)benzyl)-1H-pyrazolo[3,4-d]pyrimidine C1(CC1)C1=NC=NC(=C1C1=NC=C2C(=N1)N(N=C2)CC2=CC=C(C=C2)C2=NN(C(=N2)OC)C)OC